ClCC=1C(N(C2=CC=CC=C2C1)C)=O 3-(chloromethyl)-1-methyl-quinolin-2-one